naphthalene-2-yladamantane-1-carboxylate C1=C(C=CC2=CC=CC=C12)OC(=O)C12CC3CC(CC(C1)C3)C2